aminomethyl-1,2,4-triazole NCC1=NNC=N1